NC1=NC=CC=C1C1=NC=2C(=NC(=CC2)C2=CC=C(C=C2)Cl)N1C1=CC=C(CN2CCC(CC2)NC2=NC(=NC=N2)C#N)C=C1 4-((1-(4-(2-(2-Aminopyridin-3-yl)-5-(4-chlorophenyl)-3H-imidazo[4,5-b]pyridin-3-yl)benzyl)piperidin-4-yl)amino)-1,3,5-triazine-2-carbonitrile